N-[2-(2-{[(4-cyclopropyl-3-fluorophenyl)(phenyl)methyl]carbamoyl}-4-fluoropyrrolidin-1-yl)-2-oxoethyl]-4-(2-methoxyethyl)piperazine-1-carboxamide C1(CC1)C1=C(C=C(C=C1)C(C1=CC=CC=C1)NC(=O)C1N(CC(C1)F)C(CNC(=O)N1CCN(CC1)CCOC)=O)F